5-(5-((1-(2-(4-(1,2-bis(4-hydroxyphenyl)but-1-en-1-yl)phenoxy)ethyl)piperidin-4-yl)methyl)-2,5-diazabicyclo[2.2.1]heptan-2-yl)-2-(2,6-dioxopiperidin-3-yl)isoindoline-1,3-dione OC1=CC=C(C=C1)C(=C(CC)C1=CC=C(C=C1)O)C1=CC=C(OCCN2CCC(CC2)CN2C3CN(C(C2)C3)C=3C=C2C(N(C(C2=CC3)=O)C3C(NC(CC3)=O)=O)=O)C=C1